F[B-](F)(F)F.OCCCN1CN(C=C1)CCCCCC 1-(3'-hydroxypropyl)-3-hexylimidazole tetrafluoroborate